ClC=1C=C(C=CC1COC1CC1)C(=O)[C@@H]1[C@H](C1)C1=NOC(N1)=O 3-[(1S,2S)-2-{[3-chloro-4-(cyclopropoxymethyl)phenyl]carbonyl}cyclopropyl]-4,5-dihydro-1,2,4-oxadiazol-5-one